C1(=CC=CC=C1)C1(CC1)N 1-phenylcyclopropanamine